1,1,3,3,5,7-heptanehexacarbonitrile C(CC(CC(CCC#N)C#N)(C#N)C#N)(C#N)C#N